CC(CCCCCCCCCCCC)O methyltridecan-1-ol